(5,5-dimethyl-5,6-dihydro-4H-pyrrolo[1,2-b]pyrazol-3-yl)methanamine CC1(CC=2N(N=CC2CN)C1)C